2-[1-[2-(6-Methoxy-3-pyridyl)-6-methyl-4-oxo-chromen-8-yl]ethylamino]benzoic acid COC1=CC=C(C=N1)C=1OC2=C(C=C(C=C2C(C1)=O)C)C(C)NC1=C(C(=O)O)C=CC=C1